1-((((2-(2,6-dioxopiperidin-3-yl)-1-oxoisoindolin-5-yl)methyl)carbamoyl)oxy)ethyl isobutyrate C(C(C)C)(=O)OC(C)OC(NCC=1C=C2CN(C(C2=CC1)=O)C1C(NC(CC1)=O)=O)=O